8-cyclopropyl-7,8-dihydropyrazino[1',2':1,5]pyrrolo[3,2-d]pyrimidin-9(6H)-one C1(CC1)N1C(C2=CC=3N=CN=CC3N2CC1)=O